5-chloro-N-(5,6-dihydroimidazo[1,2-d]pyrido[3,2-f][1,4]oxazepin-10-yl)-2-methoxybenzenesulfonamide ClC=1C=CC(=C(C1)S(=O)(=O)NC1=CC=2C=3N(CCOC2N=C1)C=CN3)OC